C1(CC1)S(=O)(=O)N1N=CC(=C1)C1=NC=CC(=N1)C1(NC=C(C(=C1)NC(C)C)C#CC=1N=C(SC1)C1CC1)N 2-(2-(1-(Cyclopropylsulfonyl)-1H-pyrazol-4-yl)pyrimidin-4-yl)-5-((2-cyclopropylthiazol-4-yl)ethynyl)-N4-isopropylpyridine-2,4-diamine